rac-(1r,2r,4s,5r,6s)-4-(2-fluoropyridin-4-yl)-6-hydroxy-N-(3-methyl-5-(trifluoromethyl)phenyl)-8-oxatricyclo[3.2.1.02,4]octane-2-carboxamide FC1=NC=CC(=C1)[C@@]12C[C@@]1([C@H]1C[C@@H]([C@@H]2O1)O)C(=O)NC1=CC(=CC(=C1)C(F)(F)F)C |r|